COC=1C=C2[C@]3(C(NC2=CC1)=O)[C@@H](C3)C3=CC=C1C(=NNC1=C3)NC=3C(=NN(C3)C)C(F)(F)F (1R,2S)-5'-methoxy-2-(3-{[1-methyl-3-(trifluoromethyl)-1H-pyrazol-4-yl]amino}-1H-indazol-6-yl)spiro[cyclopropane-1,3'-indol]-2'(1'H)-one